NCC(CCC(=O)OCCCCCC)=O hexyl 5-aminolevulinate